COC1=C2C=CC=NC2=CC(=C1)C(=O)OC methyl 5-methoxyquinoline-7-carboxylate